3-(3-(2,4-Dioxotetrahydropyrimidin-1(2H)-yl)-1-methyl-1H-indazol-6-yl)propanal Iridium neodymium [Nd].[Ir].O=C1N(CCC(N1)=O)C1=NN(C2=CC(=CC=C12)CCC=O)C